FC(C1=CC2=C(SC(=C2)C(=O)OC2=C(C(=C(C(=C2F)F)F)F)F)C=C1)(P(=O)(OCCSC(CC(C)C)=O)OCOC(=O)OC(C)C)F perfluorophenyl 5-(difluoro ((((isopropoxycarbonyl) oxy)methoxy)(2-((3-methylbutanoyl)thio) ethoxy)phosphoryl) methyl)benzo[b]thiophene-2-carboxylate